FC(CN1N=CC=2C1=NC(=NC2)N2CC1(CN(C1)C1=NC(=NC(=C1)C(F)(F)F)C)CC2)F 6-[1-(2,2-difluoroethyl)-1H-pyrazolo[3,4-d]pyrimidin-6-yl]-2-[2-methyl-6-(trifluoromethyl)pyrimidin-4-yl]-2,6-diazaspiro[3.4]octane